(3S,5S,8R,9S,10S,13S,14S,17S)-3-ethyl-10,13-dimethyl-17-((1R,4R)-5,5,5-trifluoro-4-hydroxy-1-methoxy-4-methylpentyl)hexadecahydro-1H-cyclopenta[a]phenanthren-3-ol C(C)[C@@]1(CC[C@@]2([C@H]3CC[C@@]4([C@H](CC[C@H]4[C@@H]3CC[C@H]2C1)[C@@H](CC[C@@](C(F)(F)F)(C)O)OC)C)C)O